[N+](=O)([O-])C1=CC=C(C=C1)S(=O)(=O)C1CC2(C1)CCN(CC2)C(=O)OC(C)(C)C tert-butyl 2-((4-nitrophenyl) sulfonyl)-7-azaspiro[3.5]nonane-7-carboxylate